(4-chlorophenylmercapto)(10-methyl-9,10-dihydroacridine) ClC1=CC=C(C=C1)SC1=CC=CC=2N(C3=CC=CC=C3CC12)C